iodooxalate C(C(=O)[O-])(=O)I